Cl.COC(C(CC(C)C)N)=O 2-amino-4-methylpentanoic acid (S)-methyl ester hydrochloride